CN1C(CN(CC1)C(=O)O)C1=CC2=C(N(C(O2)=O)C)C=C1.C(C1=CC=CC=C1)C1N(CCN(C1C1=CC2=C(N(C(O2)=O)C)C=C1)C)C(=O)NCCCCC1=CC=CC=C1 benzyl-4-methyl-3-(3-methyl-2-oxo-1,3-benzoxazol-6-yl)-N-(4-phenylbutyl)piperazine-1-carboxamide 4-methyl-3-(3-methyl-2-oxo-1,3-benzoxazol-6-yl)piperazine-1-carboxylate